NC(C(C1=CC=CC=C1)SC1=C(C(=C(C(=N1)N1CCN(CC1)CCCNC(OC(C)(C)C)=O)C#N)CC)C#N)=O tert-butyl (3-(4-(6-((2-amino-2-oxo-1-phenylethyl)thio)-3,5-dicyano-4-ethylpyridin-2-yl)piperazin-1-yl)propyl)carbamate